C(=O)(OC(C)(C)C)N1C(CCCC1)N1N=CC(=C1)B1OC(C)(C)C(C)(C)O1 1-(N-Boc-piperidinyl)pyrazole-4-boronic acid pinacol ester